6-[5-[[1-[(E)-2-(aminomethyl)-3-fluoro-allyl]-5-oxo-1,2,4-triazol-4-yl]methyl]-2-thienyl]-8-methyl-4-(trifluoromethyl)-1H-quinolin-2-one NC/C(/CN1N=CN(C1=O)CC1=CC=C(S1)C=1C=C2C(=CC(NC2=C(C1)C)=O)C(F)(F)F)=C\F